5-(4-methylbenzene-1-sulfonyl)-N-[(6-methylpyridin-3-yl)methyl]thiophene-2-carboxamide CC1=CC=C(C=C1)S(=O)(=O)C1=CC=C(S1)C(=O)NCC=1C=NC(=CC1)C